C1(=CC=CC=C1)C1(CC1)N1N=C(C=CC1=O)C=1C=NC(=NC1)OCC(F)(F)F 2-(1-phenylcyclopropyl)-6-(2-(2,2,2-trifluoroethoxy)pyrimidin-5-yl)pyridazin-3(2H)-one